2-(4-chlorophenyl)-7-(1-methyl-1H-pyrazol-3-yl)-5-nitro-1H-indole ClC1=CC=C(C=C1)C=1NC2=C(C=C(C=C2C1)[N+](=O)[O-])C1=NN(C=C1)C